Cl.CNCCOCC=1N=NN(N1)C N-methyl-2-((2-methyl-2H-tetrazol-5-yl)methoxy)ethan-1-amine hydrochloric acid salt